N-methoxy-N-methyl-({4-[5-(trifluoromethyl)-1,2,4-oxadiazol-3-yl]phenyl}methyl)urea CON(C(=O)NCC1=CC=C(C=C1)C1=NOC(=N1)C(F)(F)F)C